C[C@@]12C(CC([C@H]1[C@@H]1CCC3=CC(=CC=C3[C@H]1CC2)O)O)O estra-1(10),2,4-triene-3,15,17-triol